BrCC=1C=CC2=C([C@H](CO2)OC(NCC2=CC=CC=C2)=O)C1 (R)-(5-(bromomethyl)-2,3-dihydrobenzofuran-3-yl)benzylcarbamate